OC1=CC=CC=2OCCOC21 5-hydroxy-1,4-benzodioxane